[Pb].[Cs].C(=N)N formamidine cesium lead